3-(3-chlorophenoxy)-N-{(2RS)-1-(2,4-dimethylphenyl)-3-[(1,3-dioxo-1,3-dihydro-2H-isoindol-2-yl)oxy]-propan-2-yl}cinnoline-4-carboxamide ClC=1C=C(OC=2N=NC3=CC=CC=C3C2C(=O)N[C@H](CC2=C(C=C(C=C2)C)C)CON2C(C3=CC=CC=C3C2=O)=O)C=CC1 |r|